octyl-4-isothiazolin C(CCCCCCC)N1SC=CC1